ClC1=NC(NC2=C3C(=CC=C12)N=C1C=CC=CC1=N3)=O chloroquinoxalinoquinazolinone